N[C@@H](C(=O)NC=1C=C2NC(=C3C=NNC(C(C1)=C32)=O)C=3C=NN(C3)C)C3CCCCC3 (2R)-2-amino-2-cyclohexyl-N-[2-(1-methylpyrazol-4-yl)-9-oxo-3,10,11-triazatricyclo[6.4.1.04,13]trideca-1,4,6,8(13),11-pentaen-6-yl]acetamide